The molecule is an organophosphate oxoanion obtained by deprotonation of the phosphate and diphosphate functions of 4-O-[1-D-ribitylphosphonato-(2R)-1-glycerylphosphonato]-N-acetyl-beta-D-mannosaminyl-(1->4)-N-acetyl-alpha-D-glucosaminyl ditrans,octacis-undecaprenyl diphosphate; major species at pH 7.3. It is a conjugate base of a 4-O-[1-D-ribitylphosphono-(2R)-1-glycerylphosphono]-N-acetyl-beta-D-mannosaminyl-(1->4)-N-acetyl-alpha-D-glucosaminyl ditrans,octacis-undecaprenyl diphosphate. CC(=CCC/C(=C/CC/C(=C/CC/C(=C\\CC/C(=C\\CC/C(=C\\CC/C(=C\\CC/C(=C\\CC/C(=C\\CC/C(=C\\CC/C(=C\\COP(=O)([O-])OP(=O)([O-])O[C@@H]1[C@@H]([C@H]([C@@H]([C@H](O1)CO)O[C@H]2[C@@H]([C@H]([C@@H]([C@H](O2)CO)OP(=O)([O-])OC[C@@H](COP(=O)([O-])OC[C@@H]([C@@H]([C@@H](CO)O)O)O)O)O)NC(=O)C)O)NC(=O)C)/C)/C)/C)/C)/C)/C)/C)/C)/C)/C)C